Dibenzyl ((2-((3R,10S,13S,17S)-3-hydroxy-3,10,13-trimethylhexadecahydro-1H-cyclopenta[a]phenanthren-17-yl)-2-oxoethoxy)methyl)phosphonate O[C@@]1(CC[C@@]2(C3CC[C@@]4([C@H](CCC4C3CCC2C1)C(COCP(OCC1=CC=CC=C1)(OCC1=CC=CC=C1)=O)=O)C)C)C